2-(5-(5-(2-methoxy-phenyl)-1,2,4-oxadiazol-3-yl)-1H-benzo[d][1,2,3]triazol-1-yl)-2-methyl-propan-1-ol COC1=C(C=CC=C1)C1=NC(=NO1)C1=CC2=C(N(N=N2)C(CO)(C)C)C=C1